o-benzene-diol C=1(C(=CC=CC1)O)O